tert-Butyl 4-((2-(2-nitrophenyl)benzo[d]oxazol-5-yl)methyl)piperazine-1-carboxylate [N+](=O)([O-])C1=C(C=CC=C1)C=1OC2=C(N1)C=C(C=C2)CN2CCN(CC2)C(=O)OC(C)(C)C